(R)-N-(1-(6-iodopyrimidin-4-yl)piperidin-3-yl)-6-morpholinopyrimidin-4-amine IC1=CC(=NC=N1)N1C[C@@H](CCC1)NC1=NC=NC(=C1)N1CCOCC1